2-[(6-chloro-5-fluoropyridin-3-yl)oxy]-N-[(3R,6S)-6-[5-(4-chlorophenyl)-1,3,4-oxadiazol-2-yl]oxan-3-yl]acetamide ClC1=C(C=C(C=N1)OCC(=O)N[C@H]1CO[C@@H](CC1)C=1OC(=NN1)C1=CC=C(C=C1)Cl)F